FC1=C(C(=C(C=C1F)F)F)C(Cl)(Cl)Cl 2,3,5,6-tetrafluorotrichloromethyl-benzene